2-(Difluoromethyl)-5-[5-[(5-phenyl-1,3,4-thiadiazol-2-yl)methyl]thiophen-2-yl]-1,3,4-oxadiazol FC(C=1OC(=NN1)C=1SC(=CC1)CC=1SC(=NN1)C1=CC=CC=C1)F